ClC1=NC=CC(=C1NC(OCCCC)=O)C1=NC=C(C=C1F)F butyl (2'-chloro-3,5-difluoro-[2,4'-bipyridin]-3'-yl)carbamate